O1CCC2=C1C=CC=C2 (2S)-2,3-dihydrobenzofuran